O=C1NC(CCC1N1C(C2=CC=C(C=C2C1=O)NCCCCNC(OC(C)(C)C)=O)=O)=O tert-butyl (4-((2-(2,6-dioxopiperidin-3-yl)-1,3-dioxoisoindolin-5-yl)amino)butyl)carbamate